P(=O)(OC1=C(C=CC=C1)Cl)(OC[C@H]1O[C@@H]([C@@H]2OC(O[C@@H]21)(C)C)N2C(NC(C=C2)=O)=O)OCCCOCCCCCCCCCCCCCCCC 2-chlorophenyl (((3aR,4R,6S,6aR)-6-(2,4-dioxo-3,4-dihydropyrimidin-1(2H)yl)-2,2-dimethyltetrahydrofurano[3,4-d][1,3]dioxolan-4-yl) methyl) (3-(hexadecyloxy) propyl) phosphate